CN1N=C2C=CC(=CC2=C1)C1=CC=C(N=N1)NC1[C@@H]2CN(C[C@H]12)CC1CCOCC1 (1R,5S,6s)-N-[6-(2-methylindazol-5-yl)pyridazin-3-yl]-3-(tetrahydropyran-4-ylmethyl)-3-azabicyclo[3.1.0]hexan-6-amine